tert-butyl 2-(5-bromo-4-methoxypyrimidin-2-yl)-3-oxo-2,8-diazaspiro[4.5]decane-8-carboxylate BrC=1C(=NC(=NC1)N1CC2(CC1=O)CCN(CC2)C(=O)OC(C)(C)C)OC